CC1=C(C2=C([C@H]3NC[C@@H](O2)C3)C=N1)C#N (2S,5S)-8-Methyl-2,3,4,5-tetrahydro-2,5-methanopyrido[3,4-f][1,4]oxazepine-9-carbonitrile